O1CCOC12CC=C(CC2)C2=NN(C(=C2)C)C2=CC=C(C=C2)OC(F)(F)F 3-(1,4-dioxaspiro[4.5]dec-7-en-8-yl)-5-methyl-1-[4-(trifluoromethoxy)phenyl]pyrazole